Triethylene Glycol Monobenzyl Ether C(C1=CC=CC=C1)OCCOCCOCCO